[(3S)-1-methyl-5-oxo-pyrrolidin-3-yl]4-(3-chloropyrazolo[1,5-a]pyrimidin-5-yl)piperazine-1-carboxylate CN1C[C@H](CC1=O)OC(=O)N1CCN(CC1)C1=NC=2N(C=C1)N=CC2Cl